CN(CC(=O)N1C=CC2=CC(=C(C=C12)NC1=NC=C(C(=N1)NC1=C(C=CC=C1)P(=O)(C)C)F)OC)C 2-(dimethylamino)-1-[6-[[4-(2-dimethylphosphorylanilino)-5-fluoro-pyrimidin-2-yl]amino]-5-Methoxy-indol-1-yl]ethanone